BrC(C(=O)CCl)Cl 1-bromo-1,3-dichloroacetone